5-(6-azaspiro[2.5]oct-6-yl)-N-[2-(4,4-difluoropiperidin-1-yl)-3-fluoropyridin-4-yl]-7-(2-hydroxyethylsulfonamido)-2,3-dihydro-1H-indene-4-carboxamide C1CC12CCN(CC2)C2=C(C=1CCCC1C(=C2)NS(=O)(=O)CCO)C(=O)NC2=C(C(=NC=C2)N2CCC(CC2)(F)F)F